COS(=O)(=O)O.C(CCCCCCCCCCCCCCCCCCCCC)(=O)NCCN1C=NCC1 1-(2-behenamidoethyl)-imidazoline methylsulfate